C(CCCCCCCCCCC)(=O)[N-]C(CCCCCCCCCCC)=O dilauroylamide